O=C1C2CCC(CC1)N2C(=O)OC(C)(C)C tert-Butyl (±)-2-oxo-8-azabicyclo[3.2.1]octane-8-carboxylate